FC1=C(C(=C(C=C1N1N=C(C=2C1=CN=C(C2)N2CCN(CC2)S(=O)(=O)C=2C=NN(C2)C)C)C(F)(F)F)F)O 2,6-Difluoro-3-(3-methyl-5-(4-((1-methyl-1H-pyrazol-4-yl)sulfonyl)piperazin-1-yl)-1H-pyrazolo[3,4-c]pyridin-1-yl)-5-(trifluoromethyl)phenol